1-[5-(4-formylphenyl)-2-pyridyl]-N-[[3-(2,2,2-trifluoro-1,1-dimethyl-ethyl)-1H-1,2,4-triazol-5-yl]methyl]pyrazole-4-carboxamide C(=O)C1=CC=C(C=C1)C=1C=CC(=NC1)N1N=CC(=C1)C(=O)NCC1=NC(=NN1)C(C(F)(F)F)(C)C